C(C)OC(=O)C=1C(=NN(C1)C(C)C=1C=NC(=CC1C)Cl)Br.ClC1=NC(=CC=C1S(=O)(=O)NC[C@@H](CC)O)Cl 2,6-Dichloro-N-[(2R)-2-hydroxybutyl]pyridine-3-sulfonamide ethyl-3-bromo-1-(1-(6-chloro-4-methylpyridin-3-yl)ethyl)-1H-pyrazole-4-carboxylate